2-(4-((2-(2,3-dihydrobenzo[b][1,4]dioxin-6-yl)pyrrolidin-1-yl)methyl)-3-fluorophenyl)pyridine O1C2=C(OCC1)C=C(C=C2)C2N(CCC2)CC2=C(C=C(C=C2)C2=NC=CC=C2)F